CC1=CC=CC(=N1)C1=C(N=CN1)C=1C=C2C=C(C=NC2=CC1)C=1C=C2CCC(C2=CC1)N 5-[6-[5-(6-methyl-2-pyridyl)-1H-imidazol-4-yl]-3-quinolyl]indan-1-amine